CC1=[NH+][C@@H]([C@H](CN1)O)C(=O)[O-] The molecule is an iminium betaine resulting from a transfer of a proton from the carboxy group to the imino group of 5-hydroxyectoine. It is the major microspecies at pH 7.3 (according to Marvin v 6.2.0.). It is a tautomer of a 5-hydroxyectoine.